2,5-dioxopyrrolidin-1-yl carbamate C(N)(ON1C(CCC1=O)=O)=O